NC1CCN(CC1)C(=O)C1=CC(=C(S1)C1=CC(=C(C=C1)OC)OCC1=CC=CC=C1)C1=CC(=C(C#N)C=C1)F 4-(5-(4-Aminopiperidine-1-carbonyl)-2-(3-(benzyloxy)-4-methoxyphenyl)thiophen-3-yl)-2-fluorobenzonitrile